CC(C(=O)OCC)(C)NNC ethyl 2-methyl-2-(2-methylhydrazin-1-yl)propanoate